ClC1=C(OC2=C(C=CC=C2)NC(=O)C=2C(=NN(C2)C)C(F)F)C=CC(=C1)C(F)(F)F N-[2-[2-chloro-4-(trifluoromethyl)phenoxy]-phenyl]-3-(difluoromethyl)-1-methyl-pyrazole-4-carboxamide